hexahydroisobenzofuran-1(3H)-one C1(OCC2CCCCC12)=O